Cl.C12CC3CC(CC(C1)C3)C2.C23CC1CC(CC(C2)C1)C3.C31CC2CC(CC(C3)C2)C1 triadamantane hydrochloride